3,5-dinitro-4-hydroxybenzoic acid [N+](=O)([O-])C=1C=C(C(=O)O)C=C(C1O)[N+](=O)[O-]